C(CCCCCCC)NCCCCCCCC dioctylamine